N1C(=NC=C1)NC1=CC(=C(C=C1)C1=CN=C(S1)[C@@H]1CC[C@H](CC1)NC(OC(C)C)=O)S(NC(C)(C)C)(=O)=O isopropyl (trans-4-(5-(4-((1H-imidazol-2-yl)amino)-2-(N-(tert-butyl)sulfamoyl)phenyl)thiazol-2-yl)cyclohexyl)carbamate